C(C)(C)(C)C1N(CCC(=C1)C1C2=C(OC(O1)(C)C1=C(C=C(C=C1)Cl)F)C=CC=C2)C(=O)OC(C=C)(CCCC(C)C)C 3,7-dimethyl-octene-3-ol tert-butyl-4-(2-(4-chloro-2-fluorophenyl)-2-methylbenzo[d][1,3]dioxin-4-yl)-5,6-dihydropyridine-1(2H)-carboxylate